N-(4-((dimethylamino)methyl)-3-(trifluoromethyl)phenyl)-1-(imidazo[1,2-a]pyrazin-3-ylmethyl)indoline-6-carboxamide CN(C)CC1=C(C=C(C=C1)NC(=O)C1=CC=C2CCN(C2=C1)CC1=CN=C2N1C=CN=C2)C(F)(F)F